C[C@@H]1CN(C[C@H](N1C(=O)N1N=C(C=C1)C)C)C(=O)OC(C)(C)C tert-butyl (3R,5R)-3,5-dimethyl-4-(3-methyl-1H-pyrazole-1-carbonyl)piperazine-1-carboxylate